N1(CCCC1)C1=CC=NC=C1 4-pyrrolidino-pyridine